BrC1=CC=C(C=C1)S1(=NCCC1)=O 1-(4-bromophenyl)-1λ6-5H,4H,3H-1,2-thiazol-1-one